8-((4-(Difluoromethoxy)phenyl)sulfonyl)-N-((3-methyloxetan-3-yl)methyl)-8-azabicyclo[3.2.1]octan-3-amine FC(OC1=CC=C(C=C1)S(=O)(=O)N1C2CC(CC1CC2)NCC2(COC2)C)F